S1C(=NC=C1)S(=O)(=O)NC12CC3(CC(CC(C1)C3)C2)NC(=O)C2=NC=CC=C2 Pyridine-2-carboxylic acid [3-(thiazole-2-sulfonylamino)-adamantan-1-yl]-amide